COCOC1=C(C=O)C(=CC(=C1)C(F)(F)F)C 2-(methoxymethoxy)-6-methyl-4-(trifluoromethyl)benzaldehyde